N1N=NC(=C1)C=O 1H-1,2,3-triazole-4-carbaldehyde